trans-1-(4-(4-methylpiperazin-1-yl)cyclohexyl)-3-(4-phenoxyphenyl)-1H-pyrazolo[4,3-c]pyridin-4-amine CN1CCN(CC1)[C@@H]1CC[C@H](CC1)N1N=C(C=2C(=NC=CC21)N)C2=CC=C(C=C2)OC2=CC=CC=C2